C(C)C=1C=C(C=CC1)OC1=CC=C(C=C1)N1C(NN=C1C)=O 4-{4-[(3-ethylphenyl)oxy]phenyl}-5-methyl-2,4-dihydro-3H-1,2,4-triazol-3-one